methyl 9-(cyclopropylmethyl)-1-(methoxymethyl)-2-oxo-pyrrolo[2,3-f][1,4]benzoxazine-8-carboxylate C1(CC1)CN1C(=CC=2C=CC3=C(N(C(CO3)=O)COC)C21)C(=O)OC